C(C)OC(CCCCCCCCCCCCC(=O)O)=O tetradecanedioic acid monoethyl ester